lanthanum ammonium phosphate P(=O)([O-])([O-])[O-].[NH4+].[La+2]